CC=1C=C(C=CC1)\C=N\NC=1N=C(C2=C(N1)CN(C2)C2CN(C2)C(C=C)=O)N2CCOCC2 1-{3-[2-{(2E)-2-[(3-methylphenyl)methylidene]hydrazinyl}-4-(morpholin-4-yl)-5,7-dihydro-6H-pyrrolo[3,4-d]pyrimidin-6-yl]azetidin-1-yl}prop-2-en-1-one